N-(4-((6-amino-5-chloropyrimidin-4-yl)oxy)-3,5-difluorophenyl)-1-phenyl-5-(trifluoromethyl)-1H-pyrazole-4-carboxamide NC1=C(C(=NC=N1)OC1=C(C=C(C=C1F)NC(=O)C=1C=NN(C1C(F)(F)F)C1=CC=CC=C1)F)Cl